acetoacetyl-o-carboxyaniline C(CC(=O)C)(=O)NC1=C(C=CC=C1)C(=O)O